FC1=C(CNC2=C3C(NC(C3=CC=C2)=O)=O)C=CC(=C1)CN1CC(C1)N1CCOCC1 4-((2-fluoro-4-((3-morpholinoazetidin-1-yl)methyl)benzyl)amino)isoindoline-1,3-dione